N(=[N+]=[N-])CCOC1=CC(=NC=C1)N 4-(2-azidoethoxy)pyridin-2-amine